(S)-3-((4-aminopyridin-2-yl)methyl)morpholine-4-carboxylic acid tert-butyl ester C(C)(C)(C)OC(=O)N1[C@H](COCC1)CC1=NC=CC(=C1)N